C(C)OC(=O)C1=NNC(=C1C(F)(F)F)C(=O)OCC 4-(trifluoromethyl)-1H-pyrazole-3,5-dicarboxylic acid diethyl ester